ethyl 2-cyclopentyl-5,5-dimethyl-4-oxo-hept-6-enoate C1(CCCC1)C(C(=O)OCC)CC(C(C=C)(C)C)=O